C[C@H]1[C@H](C(O[C@]1(C(F)(F)F)C)=O)C(=O)O (3S,4S,5R)-4,5-dimethyl-2-oxo-5-(trifluoromethyl)tetrahydrofuran-3-carboxylic acid